O1CC(C1)N1CCN(CC1)C(=O)C1=CC=C(C2=C1OCCO2)NC=2N=C(C1=C(N2)NC=C1C#N)NC1CCOCC1 2-((8-(4-(oxetan-3-yl)piperazine-1-carbonyl)-2,3-dihydrobenzo[b][1,4]dioxin-5-yl)amino)-4-((tetrahydro-2H-pyran-4-yl)amino)-7H-pyrrolo[2,3-d]pyrimidine-5-carbonitrile